N-(oxetane-3-yl)-2-(2-phenyl-1,2,3,4-tetrahydroquinoline-6-yl)acetamide O1CC(C1)NC(CC=1C=C2CCC(NC2=CC1)C1=CC=CC=C1)=O